O[C@H]1[C@H](O[C@@]2([C@H](CCO2)C2=C(C(=O)N)C=CC=C2F)[C@@H]([C@H]1N1N=NC(=C1)C1=CC(=C(C(=C1)F)F)F)O)CO ((4r,5s,7r,8r,9s,10r)-8,10-dihydroxy-7-(hydroxymethyl)-9-(4-(3,4,5-trifluorophenyl)-1H-1,2,3-triazol-1-yl)-1,6-dioxaspiro[4.5]dec-4-yl)-3-fluorobenzamide